N(=[N+]=[N-])[C@@H]1[C@@H]2[C@H](CN(C1)C(CCCC(=O)OCC1=CC=CC=C1)=O)OC(O2)(C)C benzyl 5-[(3aS,7S,7aR)-7-azido-2,2-dimethyl-4,6,7,7a-tetrahydro-3aH-[1,3]dioxolo[4,5-c]pyridin-5-yl]-5-oxo-pentanoate